3-(3-bromophenyl)-3-[tert-butyl(dimethyl)silyl]oxy-propanehydrazide BrC=1C=C(C=CC1)C(CC(=O)NN)O[Si](C)(C)C(C)(C)C